2-(4,4-dimethyl-5-oxo-1-phenylpyrrolidin-2-yl)acetonitrile CC1(CC(N(C1=O)C1=CC=CC=C1)CC#N)C